ClC=1C(=NC(=NC1)NC=1C(=NN(C1)C(C#N)(C)C)C)OCC1CC(C1)(F)F 2-(4-((5-chloro-4-((3,3-difluorocyclobutyl)methoxy)pyrimidin-2-yl)amino)-3-methyl-1H-pyrazol-1-yl)-2-methylpropanenitrile